dimethoxyphosphine hydride [H-].COPOC